2,2''-Dinitro-1,1':2',1''-terphenyl [N+](=O)([O-])C1=C(C=CC=C1)C=1C(=CC=CC1)C1=C(C=CC=C1)[N+](=O)[O-]